N4-Cyclopentyl-5-{2-[(2,4-difluorophenyl)sulfonyl]vinyl}-N2-[4-(4-methylpiperazin-1-yl)phenyl]pyrimidine-2,4-diamine C1(CCCC1)NC1=NC(=NC=C1C=CS(=O)(=O)C1=C(C=C(C=C1)F)F)NC1=CC=C(C=C1)N1CCN(CC1)C